1-(4-methylpiperidin-1-yl)-1-{3-methoxy-4-[2-(4-methylpiperazin-1-yl)ethoxy]benzyl}-3-(3-chloro-4-fluorophenyl)urea CC1CCN(CC1)N(C(=O)NC1=CC(=C(C=C1)F)Cl)CC1=CC(=C(C=C1)OCCN1CCN(CC1)C)OC